C(C)(=O)O.C(C)(=O)O.C(C)(=O)O.C(C)(=O)O.C(C)(=O)O.NCCNCCN diethylenetriamine pentaacetate